3-(2-methyl-4-oxoquinazolin-3(4H)-yl)piperidine-2,6-dione pentanediyl-di(methyl-phenyl-carbamate) C(CCCCN(C(O)=O)C1=C(C=CC=C1)C)N(C(O)=O)C1=C(C=CC=C1)C.CC1=NC2=CC=CC=C2C(N1C1C(NC(CC1)=O)=O)=O